FC1(CCN(CC1)C=1C2=C(N=CN1)CCC2)F 4-(4,4-difluoropiperidin-1-yl)-6,7-dihydro-5H-cyclopenta[d]pyrimidine